COC1=CC=C(CNC=2C(=NC=C(N2)C)C(=O)OCC)C=C1 ethyl 3-((4-methoxybenzyl)amino)-5-methylpyrazine-2-carboxylate